7-bromo-3-methyl-1,3-benzodiazol-5-amine BrC1=CC(=CC2=C1N=CN2C)N